{4-(benzotriazol-2-yl)phenyl}-bis(biphenyl-4-yl)-amine N=1N(N=C2C1C=CC=C2)C2=CC=C(C=C2)N(C2=CC=C(C=C2)C2=CC=CC=C2)C2=CC=C(C=C2)C2=CC=CC=C2